2-(benzofuran-5-ylsulfonyl)-5-(benzoyl-prolyl)-1,2,3,4,5,6-hexahydropyrrolo[3,4-c]pyrrole O1C=CC2=C1C=CC(=C2)S(=O)(=O)N2CC=1CN(CC1C2)C([C@H]2N(CCC2)C(C2=CC=CC=C2)=O)=O